2-methyl-N5-(7-morpholinylbenzo[c][1,2,5]oxadiazol-4-yl)-1,3,4-thiadiazole-2,5-diamine CC1(SC(=NN1)NC1=CC=C(C2=NON=C21)N2CCOCC2)N